N-(6-bromo-2-fluoro-4-methylpyridin-3-yl)-3,3-dimethylbutanamide BrC1=CC(=C(C(=N1)F)NC(CC(C)(C)C)=O)C